C(C1=CC=CC=C1)OC1[C@@H](N([C@@H]2CC[C@H]12)C(=O)OCC1=CC=CC=C1)COC1CCC(CC1)C1=CC=CC=C1 benzyl (1R,3S,5S)-4-(benzyloxy)-3-((((1s,4R)-4-phenylcyclohexyl)-oxy)methyl)-2-azabicyclo[3.2.0]heptane-2-carboxylate